8-(2-amino-5-(4-(4-(cyclopropylmethyl)piperazin-1-yl)phenyl)-6-fluoropyridin-3-yl)-6-fluoro-3,4-dihydrobenzo[f][1,4]oxazepin-5(2H)-one NC1=NC(=C(C=C1C1=CC2=C(C(NCCO2)=O)C(=C1)F)C1=CC=C(C=C1)N1CCN(CC1)CC1CC1)F